S(=O)(=O)(O)CCN(CCO)CCO N-sulfoethyldiethanolamine